(S)-1-tert-Butoxycarbonyl-3-hydroxypiperidine C(C)(C)(C)OC(=O)N1C[C@H](CCC1)O